6-(3,3-dimethyl-4-phenylpyrrolidine-1-carbonyl)pyrazin-2-ol CC1(CN(CC1C1=CC=CC=C1)C(=O)C1=CN=CC(=N1)O)C